1-tert-butyl-2-ethyl pyridine-1,2-dicarboxylate N1(C(C=CC=C1)C(=O)[O-])C(=O)OCCC(C)(C)C